FC(C=1C(=C(C=CC1)[C@@H](C)NC=1C=2C(N=C(N1)C)=C(C(N(C2)C2(CC2)CF)=O)N2[C@H](COCC2)CC)F)F 4-(((R)-1-(3-(difluoromethyl)-2-fluorophenyl)ethyl)amino)-8-((S)-3-ethylmorpholino)-6-(1-(fluoromethyl)cyclopropyl)-2-methylpyrido[4,3-d]pyrimidine-7(6H)-one